6-(trifluoromethyl)imidazo[1,2-a]Pyrazine (trifluoroacetate) FC(C(=O)O)(F)F.FC(C=1N=CC=2N(C1)C=CN2)(F)F